C[C@H](CC=CCCCCCCCCC)CCC=CCCCCCCCCCC (S)-13-methyl-10,16-heptacosadiene